6-hydroxy-3-methyl-1H-indole OC1=CC=C2C(=CNC2=C1)C